C(C)(C)(C)OC(=O)N1[C@@H](COCC1=O)C (R)-3-methyl-5-oxomorpholine-4-carboxylic acid tert-butyl ester